C(C)N(S(=O)(=O)NC=1C(=C(C(=O)C2=CNC3=NC=C(C=C32)C=3C=NC(=NC3)N3CCC(CC3)CC(=O)O)C(=CC1)F)F)C 2-(1-(5-(3-(3-((N-ethyl-N-methylsulfamoyl)amino)-2,6-difluorobenzoyl)-1H-pyrrolo[2,3-b]pyridin-5-yl)pyrimidin-2-yl)piperidin-4-yl)acetic acid